C(C)OC(=O)C=1C2=C(N=CC1)N(N=C2Br)C2=CC=C(C=C2)OC(F)(F)F 3-bromo-1-(4-(trifluoromethoxy)phenyl)-1H-pyrazolo[3,4-b]pyridine-4-carboxylic acid ethyl ester